C(C1=CC=CC=C1)OC1=CC2=C(CC(=CO2)C2=CC=C(C=C2)OC)C=C1 7-benzyloxy-3-(4-methoxyphenyl)-4H-benzopyran